rac-3-[6-chloro-5-iodo-3-[3-(trifluoromethyl)phenoxy]pyridazin-4-yl]-5-[(2,4-dimethylphenyl)methyl]-5,6-dihydro-4H-1,2,4-oxadiazine ClC1=C(C(=C(N=N1)OC1=CC(=CC=C1)C(F)(F)F)C1=NOC[C@H](N1)CC1=C(C=C(C=C1)C)C)I |r|